NCCNC(C=C)=O N-(2-aminoethyl)Acrylamide